CC(C(=O)O)=CC(C(C)C)N(C([C@H](C(C)(C)C)NC([C@H](C(C)(C1=CC=CC=C1)C)NC)=O)=O)C 2,5-dimethyl-4-((S)-N,3,3-trimethyl-2-((S)-3-methyl-2-(methylamino)-3-phenylbutanamido)butanamido)hex-2-enoic acid